FC(COC=1C=CC2=NN(C(C(=C2N1)C1=CC=C(C=C1)OC(F)F)=O)C1=CC2=C(OCCO2)C=C1)F 6-(2,2-difluoroethoxy)-4-(4-(difluoromethoxy)phenyl)-2-(2,3-dihydrobenzo[b][1,4]dioxin-6-yl)pyrido[3,2-c]pyridazin-3(2H)-one